C(C(=C)C)(=O)[O-].[NH4+] (ammonium) methacrylate